methyl (2E)-3-(5-bromo-2-methylphenyl)-2-(methoxyimino)propanate BrC=1C=CC(=C(C1)C\C(\C(=O)OC)=N/OC)C